FC1=NC(=CC=C1CC1(CN(C1)C(=O)OC(C)(C)C)O)F tert-butyl 3-((2,6-difluoropyridin-3-yl) methyl)-3-hydroxyazetidine-1-carboxylate